C1(CC1)OC1=C(C=CC=C1C(=O)N)C1=CC=CC=C1 cyclopropoxy-[1,1'-biphenyl]-3-carboxamide